C(C)(C)(C)OC(=O)N([C@H](C(=O)N(C)C(C(=O)O)CN1CC(CC1)(F)F)CC(C)C)C 2-((S)-2-((tert-Butoxycarbonyl)(methyl)amino)-N,4-dimethylpentanamido)-3-(3,3-difluoropyrrolidin-1-yl)propanoic acid